7-Chloro-1-methyl-4-(1-(5-(pyrrolidin-1-ylmethyl)pyrimidin-2-yl)piperidin-4-yl)-1,4-Dihydropyrido[2,3-b]pyrazine-2,3-dione ClC1=CC2=C(N(C(C(N2C)=O)=O)C2CCN(CC2)C2=NC=C(C=N2)CN2CCCC2)N=C1